C(C1=CC=CC=C1)OC1=NC(=CC=C1C1=NC=CC=C1)OCC1=CC=CC=C1 2',6'-bis(benzyloxy)-[2,3'-bipyridine]